C[C@@H]1CN(CCN1C)C1=C(C=C(C(=C1)F)C1=CC(=CC=C1)CN1CCOCC1)N (R)-4-(3,4-dimethylpiperazin-1-yl)-6-fluoro-3'-(morpholinomethyl)-[1,1'-biphenyl]-3-amine